C(C)(C)[Si](OC)(OC)C1CCCC1 isopropyl-cyclopentyl-dimethoxysilane